BrC1(C(=O)O)C(C=C(C=C1)O)O 1-bromo-2,4-dihydroxybenzoic acid